ClC1=C(C=CC=C1)[C@@H](C(=O)N1CC2=NN(C=C2C1)S(=O)(=O)C=1C=NN(C1)CC(F)F)CO (R)-2-(2-chlorophenyl)-1-(2-((1-(2,2-difluoroethyl)-1H-pyrazol-4-yl)sulfonyl)-2,6-dihydropyrrolo[3,4-c]pyrazol-5(4H)-yl)-3-hydroxypropan-1-one